ClC=1C=C(C=2N(C1)C=C(N2)C(C)O)C2=C(C=CC=C2)OCC(F)(F)F 1-[6-chloro-8-[2-(2,2,2-trifluoroethoxy)phenyl]imidazo[1,2-a]pyridin-2-yl]ethanol